2-(4-trifluoromethylphenylamino)-4-(furan-2-yl)thiazole FC(C1=CC=C(C=C1)NC=1SC=C(N1)C=1OC=CC1)(F)F